C(C)(C)N1CCNCC1 p-isopropylpiperazine